tert-butyl ((S)-4-((R)-1-(4-chloropyridin-2-yl)ethoxy)butan-2-yl)carbamate ClC1=CC(=NC=C1)[C@@H](C)OCC[C@H](C)NC(OC(C)(C)C)=O